ClC1=NC=C(C(=N1)OC=1C=C(C=CC1)NC(C=C)=O)Cl N-(3-((2,5-dichloropyrimidin-4-yl)oxy)phenyl)acrylamide